P1(=O)(OC2=C(C3=CC=CC=C3C=C2)C2=C(C=CC3=CC=CC=C23)O1)O (R)-(-)-1,1-Binaphthyl-2,2'-diyl hydrogen phosphate